C(C)(C)C(C(=O)NC(C(=O)O)CC)C(C)C 2-(2-isopropyl-3-methylbutanamido)butanoic acid